NC1=NC2=CC=C(C=C2C=C1C)C(=O)N(CC1=NC=CC=C1F)CC1=CC=C(C=N1)C(=O)OC methyl 6-((((2-amino-3-methyl-6-quinolinyl)carbonyl)((3-fluoro-2-pyridinyl)methyl)amino)methyl)-3-pyridinecarboxylate